C(CC)(=O)OCCCCC pentyl propionoate